7-chloro-1-(2,4-dimethoxyphenyl)-3-(2,6-dimethylphenyl)-3,4-dihydropyrimido[4,5-d]pyrimidin-2(1H)-one ClC1=NC=C2C(=N1)N(C(N(C2)C2=C(C=CC=C2C)C)=O)C2=C(C=C(C=C2)OC)OC